7-((4-fluorobenzyl)(methyl)amino)-4-methyl-2H-benzopyran-2-one FC1=CC=C(CN(C2=CC3=C(C(=CC(O3)=O)C)C=C2)C)C=C1